[Si](C)(C)(C(C)(C)C)C1=NC2=CC=CC=C2C(=C1)C1=CC=CC=C1 2-(tert-butyldimethylsilyl)-4-phenylquinoline